(M)-(1S,9S)-3-(1,6-dimethyl-1H-indazol-7-yl)-5-(2-(2-propenoyl)-2,6-diazaspiro[3.4]octan-6-yl)-6-azatricyclo[7.1.1.02,7]undeca-2,4,6-triene-4-carbonitrile CN1N=CC2=CC=C(C(=C12)C1=C2C3CC(CC2=NC(=C1C#N)N1CC2(CN(C2)C(C=C)=O)CC1)C3)C